ferrocenium hexafluorophosphate salt F[P-](F)(F)(F)(F)F.C1C=CC=C1.[CH-]1C=CC=C1.[Fe+2]